OP(O)(=O)OP(=O)(O)O.NCCN1CCNCC1 aminoethyl-piperazine diphosphate